NC1=NC2=NC=NC(=C2N1)N 8-amino-adenine